NC=1C(=C(C=C2C(C=C(OC12)C1CCN(CC1)C(=O)OC(C)(C)C)=O)F)O tert-butyl 4-(8-amino-6-fluoro-7-hydroxy-4-oxo-4H-chromen-2-yl)piperidine-1-carboxylate